FC([C@]1(CC[C@@]2([C@H]3CC[C@@]4([C@H](CC[C@H]4[C@@H]3CC[C@@H]2C1)[C@H](C)[C@@H](C(F)(F)F)O)C)C)O)F (3R,5R,8R,9S,10S,13S,14S,17R)-3-(difluoromethyl)-10,13-dimethyl-17-((2S,3S)-4,4,4-trifluoro-3-hydroxybutan-2-yl)hexadecahydro-1H-cyclopenta[a]phenanthren-3-ol